C(C)(=O)NC1=CC=C(C=C1)CNC(=O)[C@H]1N(CC2(OCCO2)C1)C(CNC(=O)C1=CC=C(C=C1)OC1=CC=CC=C1)=O (8S)-N-[(4-Acetamidophenyl)methyl]-7-{2-[(4-phenoxyphenyl)formamido]acetyl}-1,4-dioxa-7-azaspiro[4.4]nonane-8-carboxamide